NC1(CCN(CC1)C1=NC(=C2C(=N1)NN=C2Br)C#N)C2=CC=CC=C2 6-(4-Amino-4-phenylpiperidin-1-yl)-3-bromo-1H-pyrazolo[3,4-d]pyrimidine-4-carbonitrile